2,6-dichloro-N,N-dimethylpyridin-4-amine CN(C)C1=CC(=NC(=C1)Cl)Cl